C1=CC=C(C=C1)COC(=O)CC[C@@H](C(=O)O)N.Cl L-γ-benzyl glutamate